C1(CC1)C1=NC2=C(N1CN1C(CC(C1)CCC)=O)C=C(C=C2)OC 1-[(2-cyclopropyl-6-methoxy-1H-benzimidazol-1-yl)methyl]-4-propylpyrrolidin-2-one